C1(CC1)C=1N=CC(=NC1)C(C)N1N=CC2=C(C=CC=C12)C#CC 1-(1-(5-cyclopropylpyrazin-2-yl)ethyl)-4-(propane-1-yn-1-yl)-1H-indazole